FC1=C(C(=CC=C1)C=1N=NC=2NC[C@@]3(C[C@H](CN3C2C1)N1C=CC=2C1=NC=C(C2)CO)C)O 2-Fluoro-6-[(4R,6S)-4-[5-(hydroxymethyl)pyrrolo[2,3-b]pyridin-1-yl]-6-methyl-2,8,10,11-tetrazatricyclo[7.4.0.02,6]trideca-1(9),10,12-trien-12-yl]phenol